N=1NC=C2C1NC(NC2)=O 2,4,5,7-tetrahydro-6H-pyrazolo[3,4-d]Pyrimidin-6-one